ClC1=C(C(=CC=C1)N1CCN(CC1)C(C)C)NC(=O)N1CCC(CC1)(C)C1=NOC(=C1)C1CC1 N-{2-chloro-6-[4-(propan-2-yl)piperazin-1-yl]phenyl}-4-(5-cyclopropyl-1,2-oxazole-3-yl)-4-methylpiperidine-1-carboxamide